N=1N=CN2C1C=CC(=C2)C2=CNC=1N=C(N=C(C12)OC)NC1CC(C1)(C)NC(CC)=O N-((1r,3r)-3-((5-([1,2,4]triazolo[4,3-a]pyridin-6-yl)-4-methoxy-7H-pyrrolo[2,3-d]pyrimidin-2-yl)amino)-1-methylcyclobutyl)propionamide